tert-butyl {2-[3-(5-[2-(5-azaspiro[2.3]hexan-5-yl)-2-oxoethyl]-7-{[(4-chlorophenyl)methyl]carbamoyl}-6-oxo-5,6-dihydropyrido[2,3-b]pyrazin-2-yl)-2-oxoimidazolidin-1-yl]ethyl}carbamate C1CC12CN(C2)C(CN2C(C(=CC=1C2=NC=C(N1)N1C(N(CC1)CCNC(OC(C)(C)C)=O)=O)C(NCC1=CC=C(C=C1)Cl)=O)=O)=O